ClC=1C(=C(CNC(CNCCC2(COC2)C)=O)C=CC1)F N-(3-chloro-2-fluorobenzyl)-2-((2-(3-methyloxetan-3-yl)ethyl)amino)acetamide